N-((1-methyl-1H-pyrazol-5-yl)(phenyl)methyl)-4-(5-methyl-2-((1-methyl-1H-pyrazol-5-yl)amino)pyrimidin-4-yl)oxazole-2-carboxamide CN1N=CC=C1C(NC(=O)C=1OC=C(N1)C1=NC(=NC=C1C)NC1=CC=NN1C)C1=CC=CC=C1